ClC=1C=C(C=CC1F)NC(=O)NC1=CC(=C(C=C1)OC)C=1N(N=CC1Cl)C(C)C 1-(3-Chloro-4-fluoro-phenyl)-3-[3-(4-Chloro-2-isopropyl-2H-pyrazol-3-yl)-4-methoxy-phenyl]-urea